CC(C)(SCCO)SCCO 2,2'-(propane-2,2-diyldithio)bis(ethane-1-ol)